citrulline butyrate salt C(CCC)(=O)O.N[C@@H](CCCNC(=O)N)C(=O)O